N1=CN=C2N=CNC2=C1N[C@@H]1[C@H]([C@@H]([C@H]([C@@H](O1)CO)NC([C@@H](C)NC(CCCCCCCCCCCCCC)=O)=O)O)O N-((R)-1-(((2R,3R,4R,5S,6S)-6-((7H-purin-6-yl)amino)-4,5-dihydroxy-2-(hydroxymethyl)tetrahydro-2H-pyran-3-yl)amino)-1-oxopropan-2-yl)pentadecanamide